2-(4-allyl-2-hydroxy-3-methoxyphenyl)-4(s)-methylimidazole C(C=C)C1=C(C(=C(C=C1)C=1NC=C(N1)C)O)OC